5-[4-(ethylamino)-3-(trifluoromethyl)phenyl]-3,6-dihydro-2H-1,3,4-oxadiazin-2-one C(C)NC1=C(C=C(C=C1)C1=NNC(OC1)=O)C(F)(F)F